(2R)-N-[5-(4-cyanophenoxy)thiazol-2-yl]-1-ethyl-pyrrolidine-2-carboxamide C(#N)C1=CC=C(OC2=CN=C(S2)NC(=O)[C@@H]2N(CCC2)CC)C=C1